4-(5-(3,5-dichloro-4-fluorophenyl)-5-(trifluoromethyl)-4,5-dihydroisoxazol-3-yl)-2-methyl-N-(1-methyl-5-(methylsulfanyl)-1H-1,2,4-triazol-3-yl)benzamide ClC=1C=C(C=C(C1F)Cl)C1(CC(=NO1)C1=CC(=C(C(=O)NC2=NN(C(=N2)SC)C)C=C1)C)C(F)(F)F